4-(8-bromo-1-(pyridin-2-yl)-1,5-dihydroisochromeno[4,3-c]pyrazole-3-carbonyl)-3,3-dimethylpiperazin-2-one BrC1=CC2=C(C=C1)COC1=C2N(N=C1C(=O)N1C(C(NCC1)=O)(C)C)C1=NC=CC=C1